tert-butyl N-[1-(7-oxabicyclo[2.2.1]heptan-1-yl)allyl]carbamate C12(CCC(CC1)O2)C(C=C)NC(OC(C)(C)C)=O